uridinenicotinic acid [C@]1([C@H](O)[C@H](O)[C@@H](CO)O1)(N1C(=O)NC(=O)C=C1)C1=CC=NC=C1C(=O)O